ethyl (2s,3S)-3-((2-(5-fluoro-1-tosyl-1H-pyrrolo[2,3-b]pyridin-3-yl)imidazo[5,1-f][1,2,4]triazin-4-yl)amino)bicyclo[2.2.2]octane-2-carboxylate FC=1C=C2C(=NC1)N(C=C2C2=NN1C(C(=N2)N[C@@H]2[C@H](C3CCC2CC3)C(=O)OCC)=CN=C1)S(=O)(=O)C1=CC=C(C)C=C1